B(OF)(OF)[O-] difluoro borate